(4-Methylsulfanyl-phenyl)-magnesium chloride CSC1=CC=C(C=C1)[Mg]Cl